C1(=CC=CC=C1)[Sn](O)(C1=CC=CC=C1)C1=CC=CC=C1 triphenyl-hydroxytin